ClC1=NC(=NC(=N1)OC(C(F)(F)F)C(F)(F)F)N(CC)CC 4-Chloro-N,N-diethyl-6-[(1,1,1,3,3,3-hexafluoropropan-2-yl)oxy]-1,3,5-triazin-2-amine